C(C)(C)C1CCC(CC1)O 4-iso-propylcyclohexanol